4,4-difluoro-1-(p-tolyl)butane-1,3-dione CC1=CC=C(C=C1)C(=O)CC(=O)C(F)F